FC(=C(C(=C(F)F)F)F)F 1,1,2,3,4,4-hexafluoro-1,3-butadiene